C(C)OC(=O)C1=CC(=NC=C1CBr)Cl 5-(bromomethyl)-2-chloro-pyridine-4-carboxylic acid ethyl ester